N1(N=CN=C1)CC1CNCCC1 3-((1H-1,2,4-triazol-1-yl)methyl)piperidine